2-(3-(3-(4-ethylphenyl)prop-1-en-1-yl)benzyl)-1-methylimidazolidin-4-one C(C)C1=CC=C(C=C1)CC=CC=1C=C(CC2N(CC(N2)=O)C)C=CC1